C1(=CC=CC=C1)C1=C(C2=C([Se]C3=C2C=CC=C3)C=C1)C1=NN=NC(=C1C1=CC=CC=C1)C1=CC=CC=C1 (phenyl)[di(phenyl)triazinyl]dibenzoselenophene